ClC=1C=C(C=C(C1OC1=NNC(C(=C1)CC1=NC=C(C=C1)OC)=O)Cl)N1N=C(C(NC1=O)=O)NC(OC(C)(C)C)=O t-butyl N-[2-[3,5-dichloro-4-([5-[(5-methoxypyridin-2-yl)methyl]-6-oxo-1H-pyridazin-3-yl]oxy)phenyl]-3,5-dioxo-4H-1,2,4-triazin-6-yl]carbamate